N4-(2-methoxyethyl)-N2-(3-(trifluoromethyl)phenethyl)quinazoline-2,4-diamine COCCNC1=NC(=NC2=CC=CC=C12)NCCC1=CC(=CC=C1)C(F)(F)F